(2,2,2-trifluoroethyl) [(perfluorophenyl)methyl] disulfide FC1=C(C(=C(C(=C1F)F)F)F)CSSCC(F)(F)F